N1C=NC(=C1)C1=NC=CC(=C1)C=1N=NN(C1C(F)(F)F)CC1=CC=C(C=C1)OC 2-(1H-imidazol-4-yl)-4-{1-[(4-methoxyphenyl)methyl]-5-(trifluoromethyl)-1H-1,2,3-triazol-4-yl}pyridine